2-[2-[tert-butoxycarbonyl(cyclopropylmethyl)amino]-4-pyridyl]oxazole-4-carboxylic acid C(C)(C)(C)OC(=O)N(C1=NC=CC(=C1)C=1OC=C(N1)C(=O)O)CC1CC1